indium tetrakis(dimethylamino)tin CN(C)[Sn](N(C)C)(N(C)C)N(C)C.[In]